C(C=C)OC(=O)N[C@@H](COC1=C(C=2C=C(C=NC2C=C1)F)C(=O)N[C@@H](CC(=O)OC(C)(C)C)C(=O)NCCC1=NC(=NO1)C1CC1)CC1=CC=CC=C1 tert-butyl (S)-3-(6-((R)-2-(((allyloxy)carbonyl)amino)-3-phenylpropoxy)-3-fluoroquinoline-5-carboxamido)-4-((2-(3-cyclopropyl-1,2,4-oxadiazol-5-yl)ethyl)amino)-4-oxobutanoate